3-[(6-{6,6-difluoro-3-azabicyclo[3.1.0]hex-3-yl}-2-methylpyridin-3-yl)(hydroxy)methyl]-1-methyl-1H-pyrazole-5-carboxylic acid FC1(C2CN(CC12)C1=CC=C(C(=N1)C)C(C1=NN(C(=C1)C(=O)O)C)O)F